C1(=CC=CC2=CC=CC=C12)C(=O)[O-].C(C1=CC=CC=C1)[Sn+](CC1=CC=CC=C1)CC1=CC=CC=C1 tribenzyl-tin naphthate